C1(CC1)C1(C(C(=CC=C1)F)N)N 1-cyclopropyl-3-fluorobenzene-1,2-diamine